O[C@@H](C(=O)N1[C@@H]([C@H]2C([C@H]2C1)(C)C)C(=O)N[C@@H](C[C@H]1C(NCC1)=O)C(COC(F)(F)F)=O)CC(C)(C)C (1R,2S,5S)-3-((R)-2-hydroxy-4,4-dimethylpentanoyl)-6,6-dimethyl-N-((S)-3-oxo-1-((S)-2-oxopyrrolidin-3-yl)-4-(trifluoromethoxy)butan-2-yl)-3-azabicyclo[3.1.0]-hexane-2-carboxamide